FC1=C(C(=C(C(=C1O)F)F)C(C)O)F tetrafluoro-4-(1-hydroxyethyl)phenol